ClC1=CC(=C(C=C1)C1=C(N(N=N1)CC)CN1N=CC(=CC1=O)N1CC2(C1)OC[C@@H](CC2)C)F 2-[[5-(4-chloro-2-fluoro-phenyl)-3-ethyl-triazol-4-yl]methyl]-5-[(7R)-7-methyl-5-oxa-2-azaspiro[3.5]nonan-2-yl]pyridazin-3-one